Palladium bis(dibenzylideneacetone) C(C1=CC=CC=C1)=CC(=O)C=CC1=CC=CC=C1.C(C1=CC=CC=C1)=CC(=O)C=CC1=CC=CC=C1.[Pd]